[2-[4-(benzyloxy)-7-ethylindol-3-yl]ethyl]dimethylamine C(C1=CC=CC=C1)OC1=C2C(=CNC2=C(C=C1)CC)CCN(C)C